tert-butyl 6-(5-((8-methoxy-2-methylimidazo[1,2-a]pyrazin-6-yl)carbamoyl)pyrazin-2-yl)-2,6-diazabicyclo[3.2.0]heptane-2-carboxylate COC=1C=2N(C=C(N1)NC(=O)C=1N=CC(=NC1)N1C3CCN(C3C1)C(=O)OC(C)(C)C)C=C(N2)C